C(C)(C)(C)OC(=O)N1C(C(CCC1)=O)C(=O)OC(C)(C)C 1-tert-butoxycarbonyl-(Boc)-3-piperidone